[Si](C)(C)(C(C)(C)C)O[C@H]1C[C@@H](N(C1)C(=O)OC(C)(C)C)C=O tert-Butyl (2R,4S)-4-((tert-butyldimethylsilyl)oxy)-2-formylpyrrolidine-1-carboxylate